N-[4,6-Dichloro-5-(2,2,2-trifluoroethyl)pyrimidin-2-yl]-1-methyl-pyrazole-4-sulfonamide ClC1=NC(=NC(=C1CC(F)(F)F)Cl)NS(=O)(=O)C=1C=NN(C1)C